2-(3-((2-acrylamidopropyl) dimethylamino) propanamido)-2-methylpropane-1-sulfonate C(C=C)(=O)NC(CCN(CCC(=O)NC(CS(=O)(=O)[O-])(C)C)C)C